C12NCC(C(C1)C(=O)N)C2 2-azabicyclo[2.2.1]heptane-5-carboxamide